O1COC2=C1C=CC(=C2)CC(=O)NC2=C(C=C(C=C2)C2=NC=NC1=CC(=C(C=C21)OC)OCCCN2CCN(CC2)C)C 2-(benzo[d][1,3]dioxol-5-yl)-N-(4-(6-methoxy-7-(3-(4-methylpiperazin-1-yl)propoxy)Quinazolin-4-yl)-2-methylphenyl)acetamide